C(C)(C)(C)OC(=O)N1C[C@H](CC1)C(NC=1SC2=C(N1)C=CC(=C2)C=2C=C1C=CN(C1=CC2)C)=O (S)-3-((6-(1-methyl-1H-indol-5-yl)benzo[d]thiazol-2-yl)carbamoyl)pyrrolidine-1-carboxylic acid tert-butyl ester